(3R)-2-[(5-Chloro-3-hydroxypyridin-2-yl)methyl]-3-(4-chlorophenyl)-4-fluoro-6-[1-hydroxy-1-(1-methyl-1H-imidazol-4-yl)propyl]-3-(2-hydroxyethoxy)-2,3-dihydro-1H-isoindol-1-on ClC=1C=C(C(=NC1)CN1C(C2=CC(=CC(=C2[C@]1(OCCO)C1=CC=C(C=C1)Cl)F)C(CC)(C=1N=CN(C1)C)O)=O)O